NC1=NC=NC=2N(C3=CC=CC(=C3C21)F)CC(=O)OCCCC butyl 2-(4-amino-5-fluoro-9H-pyrimido[4,5-b]indol-9-yl)acetate